(1R,2R)-1-(2-chloro-4,5-difluorophenyl)-1-(1-ethyl-1H-pyrazol-4-yl)propan ClC1=C(C=C(C(=C1)F)F)[C@H](CC)C=1C=NN(C1)CC